Cl.N[C@H](C(=O)NCC1=CC(=C(C=C1)C(C)C)F)CCC(=O)N (2S)-2-Amino-N-[(3-fluoro-4-isopropylphenyl)methyl]pentanediamide hydrochloride